(-)-1-[4-(tert-butyl)phenyl]-3-[(3S*,4R*)-4-(2,6-difluoro-4-methoxyphenyl)-2-oxopyrrolidin-3-yl]urea C(C)(C)(C)C1=CC=C(C=C1)NC(=O)N[C@@H]1C(NC[C@H]1C1=C(C=C(C=C1F)OC)F)=O |o1:14,18|